ClC=1N=C(C(=NC1)NC1=C(COC1)C(=O)OC)SC methyl 4-((5-chloro-3-(methylthio)pyrazin-2-yl)amino)-2,5-dihydrofuran-3-carboxylate